CN(CCCC(=O)N1CC2=C(CC1)C(=C(S2)NC(CCCCCCC\C=C/C\C=C/CCCCC)=O)C(=O)OCCCCCCCC\C=C/C\C=C/CCCCC)C (9Z,12Z)-octadeca-9,12-dien-1-yl 6-(4-(dimethylamino)butanoyl)-2-((9Z,12Z)-octadeca-9,12-dienamido)-4,5,6,7-tetrahydrothieno[2,3-c]pyridine-3-carboxylate